ClC1=C(C=CC=C1)S(=O)(=O)C(=O)N1CCCCC1 ((2-chlorophenyl)sulfonyl)(piperidin-1-yl)methanone